cobalt sodium manganite [Mn](=O)([O-])[O-].[Na+].[Co+2]